3-chloro-4-[(3,5-difluoropyridin-2-yl)methoxy]-2'-(1-ethoxyethenyl)-3'-fluoro-5',6-dimethyl-[1,4'-bipyridin]-2-one ClC=1C(N(C(=CC1OCC1=NC=C(C=C1F)F)C)C1=C(C(=NC=C1C)C(=C)OCC)F)=O